ClC=1C=C(NC2(CCC3([C@H](CC4=CC(=CC=C34)C)C[C@H](COC3=CC=NC=4CCC[C@H](C34)C)C)CC2)C(=O)O)C=CC1 (1r,2'S,4S)-4-(3-chloroanilino)-5'-methyl-2'-[(2R)-2-methyl-3-{[(5R)-5-methyl-5,6,7,8-tetrahydroquinolin-4-yl]oxy}propyl]-2',3'-dihydrospiro[cyclohexane-1,1'-indene]-4-carboxylic acid